ISOQUINOLINE-5-SULFONIC ACID C1=NC=CC=2C(=CC=CC12)S(=O)(=O)O